terephthalic acid (n-nonylamine) salt C(CCCCCCCC)N.C(C1=CC=C(C(=O)O)C=C1)(=O)O